methyl-(tert-butoxycarbonyl)-D-serine CN([C@H](CO)C(=O)O)C(=O)OC(C)(C)C